BrC=1C=C(C=C(C1)Br)S(=O)(=O)Cl 3,5-dibromobenzenesulfonyl chloride